2-(benzofuran-3-yl)-1-((pyrazin-2-yl)methanesulfonamido)ethylboronic acid O1C=C(C2=C1C=CC=C2)CC(NS(=O)(=O)CC2=NC=CN=C2)B(O)O